COC1=CC=C(C=C1)O para-methoxyphenol